FC=1C=CN(C1C(NC1=CC(=C(C(=C1)F)F)F)=O)C 4-fluoro-1-methyl-5-((3,4,5-trifluorophenyl)carbamoyl)-1H-pyrrole